(S)-8-(6-(tert-butyl)pyridin-3-yl)-3-(hydroxymethyl)-6-oxo-3,4-dihydro-2H,6H-pyrimido[2,1-b][1,3]thiazine-7-carbonitrile C(C)(C)(C)C1=CC=C(C=N1)C=1N=C2SC[C@@H](CN2C(C1C#N)=O)CO